N1=CC=CC=2CCCNC12 5,6,7,8-tetrahydro-1,8-naphthyridine